N-(5-chloro-1-cyclopropyl-1H-pyrazol-4-yl)-6-methyl-quinazolin-2-amine ClC1=C(C=NN1C1CC1)NC1=NC2=CC=C(C=C2C=N1)C